ethyl 2,5-diphenylnicotinate C1(=CC=CC=C1)C1=C(C(=O)OCC)C=C(C=N1)C1=CC=CC=C1